ClC=1C=C(C=C(C1OCCN(C)C)C#N)C(C)(C)C1=CC=C(OCC2=NC(=NC=C2)NS(=O)(=O)C)C=C1 N-[4-[[4-[1-[3-chloro-5-cyano-4-[2-(dimethylamino)ethoxy]phenyl]-1-methyl-ethyl]phenoxy]methyl]pyrimidin-2-yl]methanesulfonamide